N-(1,3-Dihydroxy-2-(hydroxymethyl)propan-2-yl)-2-(((8-((4-(trifluoromethyl)phenyl)sulfonamido)quinolin-2-yl)methyl)amino)acetamide trifluoroacetate FC(C(=O)O)(F)F.OCC(CO)(CO)NC(CNCC1=NC2=C(C=CC=C2C=C1)NS(=O)(=O)C1=CC=C(C=C1)C(F)(F)F)=O